C(C(C)C)OC(OCN1C(C=CC2=CC=C(C=C12)OCCCCN1CCN(CC1)C1=CC=CC=2SC=CC21)=O)=O Carbonic acid 7-[4-(4-benzo[b]thiophen-4-ylpiperazin-1-yl)butoxy]-2-oxo-2H-quinolin-1-ylmethyl ester isobutyl ester